O=C1N(CCC1)C=1C=C(C=CC1)C(CC(=O)O)N1N=CC2=CC(=CC=C12)OCCC1=NC=2NCCCC2C=C1 3-(3-(2-oxopyrrolidin-1-yl)phenyl)-3-(5-(2-(5,6,7,8-tetrahydro-1,8-naphthyridin-2-yl)ethoxy)-1H-indazol-1-yl)propionic acid